2-(4,4-dimethyl-1-piperidyl)-8-[(1S)-1-[[6-fluoro-2-(1-hydroxy-2,3,1-benzoxazaborinin-6-yl)-3-pyridyl]amino]ethyl]-3,6-dimethyl-chromen-4-one CC1(CCN(CC1)C=1OC2=C(C=C(C=C2C(C1C)=O)C)[C@H](C)NC=1C(=NC(=CC1)F)C=1C=CC2=C(C=NOB2O)C1)C